1-[4-chloro-7-(3-chloro-1-isopropyl-1H-indazol-5-ylmethoxy)-2H-chromen-3-ylmethyl]-piperidine-4-carboxylic acid ClC1=C(COC2=CC(=CC=C12)OCC=1C=C2C(=NN(C2=CC1)C(C)C)Cl)CN1CCC(CC1)C(=O)O